BrC=1OC2=C(C=C(C=C2C(C1)=O)C)[C@@H](C)NC=1C(=NC=CC1)C(=O)OC Methyl 3-[[(1R)-1-(2-bromo-6-methyl-4-oxo-chromen-8-yl)ethyl]amino]pyridine-2-carboxylate